N1C[C@H](CCC1)C1=C(C(=O)N)C=CC=C1 [(3R)-3-piperidyl]benzamide